CS(=O)(=O)NC1=CC=CC=C1OC2=CC=CC=C2 2-Phenoxymethanesulfonanilide